hexadecenyl-trimethoxysilane C(=CCCCCCCCCCCCCCC)[Si](OC)(OC)OC